C(=C)C(CCN)C=1N=C(NC1)C1=C(C(=C(C=C1C(=O)O)O)O)O 1-vinyl-3-aminopropyl-imidazolegallic acid